O1C(CCCC1)N1N=CC(=C1)C#C[Si](C)(C)C 1-(tetrahydro-2H-pyran-2-yl)-4-((trimethylsilyl)ethynyl)-1H-pyrazole